2-methyl-6-[4-(oxetan-3-yl)piperazin-1-yl]-3,6,7,8-tetrahydro-4H-cyclopenta[g]quinazolin-4-one CC1=NC2=CC3=C(C=C2C(N1)=O)C(CC3)N3CCN(CC3)C3COC3